BrC=1C(=C(OC2=CC=C(C=C2)CC(CN2CCN(CC2)C2=CC=C3C(=NN(C3=C2)C)C2C(NC(CC2)=O)=O)(F)F)C=CC1)C 3-(6-(4-(3-(4-(3-bromo-2-methylphenoxy)phenyl)-2,2-difluoropropyl)piperazin-1-yl)-1-methyl-1H-indazol-3-yl)piperidine-2,6-dione